CS(=O)(=O)OC[C@H](C)OC1=C(C=CC(=C1)Br)F (2S)-2-(5-bromo-2-fluorophenoxy)propyl Methanesulfonate